3-[(4-Chlorophenyl)amino]-4-{[2-(piperidin-1-yl)ethyl]amino}cyclobut-3-ene-1,2-dione ClC1=CC=C(C=C1)NC=1C(C(C1NCCN1CCCCC1)=O)=O